C(C)(C)(C)OC(=O)NC=1SC2=C(N1)C(=CC=C2F)C2=C(C=C1C(=C(C(=NC1=C2F)O)C#N)N2C[C@@H](N(CC2)C(=O)OCC2=CC=CC=C2)CC#N)Cl benzyl (2S)-4-(7-(2-((tert-butoxycarbonyl)amino)-7-fluorobenzo[d]thiazol-4-yl)-6-chloro-3-cyano-8-fluoro-2-hydroxyquinolin-4-yl)-2-(cyanomethyl)piperazine-1-carboxylate